O([Si](C1=CC=CC=C1)(C1=CC=CC=C1)C(C)(C)C)C1=CC=C(CC2=CC=C(C=CC3=NC4=CC=CC=C4C=C3)C=C2)C=C1 2-(4-(4-(tert-butyldiphenylsiloxy)benzyl)styryl)quinoline